BrCCCCCCCN(C(OC(C)(C)C)=O)C tert-butyl (7-bromoheptyl)(methyl)carbamate